2,5,6-Trimethyl-7,9-dihydro-pyrrolo[3,4-c][1,2,4]triazolo[1,5-a]pyridine-8-carboxylic acid tert-butyl ester C(C)(C)(C)OC(=O)N1CC=2C=3N(C(=C(C2C1)C)C)N=C(N3)C